[3-(2,2,2-trifluoroethoxy)phenyl]tetrahydropyran-4-carboxylic acid FC(COC=1C=C(C=CC1)C1OCCC(C1)C(=O)O)(F)F